ClC=1N=C(C2=C(N1)CCC2)N2CCCC1=CC=CC=C21 1-{2-chloro-5H,6H,7H-cyclopenta[d]pyrimidin-4-yl}-1,2,3,4-tetrahydroquinoline